FC(C(CCC#C[Si](C(C)C)(C(C)C)C(C)C)CC(C)(S(=O)N)C)F [1-(difluoromethyl)-5-triisopropylsilyl-pent-4-ynyl]-2-methyl-propane-2-sulfinamide